COC=1C=C(C=CC1C)NC(=O)C1CCC(CC1)N1C(NC2=C(C=CC(=C2C1)C)N1CC2(COC2)C1)=O (1s,4s)-N-(3-Methoxy-4-methylphenyl)-4-(5-methyl-2-oxo-8-(2-oxa-6-azaspiro[3.3]heptan-6-yl)-1,2-dihydroquinazolin-3(4H)-yl)cyclohexanecarboxamide